C(#C)C1=CC=C(C=C1)C1CC(CN(C1)CC1=CC=C(C=C1)C1(N=N1)C(F)(F)F)CC(=O)OC anti-methyl 2-(5-(4-ethynylphenyl)-1-(4-(3-(trifluoromethyl)-3H-diazirin-3-yl)benzyl)piperidin-3-yl)acetate